C(C1CCCO1)OCCC[Si](OCC)(OCC)OCC (tetrahydrofurfuryl-oxypropyl)triethoxysilane